COC([C@@H](NC([C@@H](NC(=O)OC(C)(C)C)CC1=CC=CC=C1)=O)CC1=CNC2=CC=CC=C12)=O (tert-butoxycarbonyl)-L-phenylalanyl-tryptophan methyl ester